C(C)(C)(C)OC(=O)N1[C@H](CN(C[C@H]1C)C1=NC(N2C3=C(C(=C(C=C13)C(F)(F)F)Cl)SC[C@@H]2COC)=O)C (2S,6R)-4-((S)-10-chloro-3-(methoxymethyl)-5-oxo-9-(trifluoromethyl)-3,5-dihydro-2H-[1,4]thiazino[2,3,4-ij]quinazolin-7-yl)-2,6-dimethylpiperazine-1-carboxylic acid tert-butyl ester